N-(2-(INDOLIN-1-YL)-2-METHYLPROPYL)-4-(TRIFLUOROMETHYL)BENZENESULFONAMIDE N1(CCC2=CC=CC=C12)C(CNS(=O)(=O)C1=CC=C(C=C1)C(F)(F)F)(C)C